NC1=NC=C(C(=O)OC)C=C1C1=CC(=C(C(=C1)NS(=O)(=O)CCC)OC)F methyl 6-amino-5-(3-fluoro-4-methoxy-5-(propylsulfonamido)phenyl)nicotinate